BrC=1C=NC(=C(C(=O)N(C)OC)C1)C 5-bromo-N-methoxy-N,2-dimethyl-nicotinamide